N1=CC=C(C=C1)C=1N=C(C2=C(N1)C=NC=C2)NC(C(=O)O)C [2-(pyridin-4-yl)pyrido[3,4-d]Pyrimidin-4-yl]Aminopropionic acid